1-[3-ethylsulfonyl-2-[5-oxo-3-(trifluoromethyl)-7H-pyrrolo[3,4-b]pyridin-6-yl]imidazo[1,2-a]pyridin-6-yl]cyclopropanecarbonitrile C(C)S(=O)(=O)C1=C(N=C2N1C=C(C=C2)C2(CC2)C#N)N2CC1=NC=C(C=C1C2=O)C(F)(F)F